C(C)(C)(C)C1=NC(=NO1)C(=O)NC[C@@H]1[C@@H](CNCC1)F 5-(tert-butyl)-N-((cis-3-fluoropiperidin-4-yl)methyl)-1,2,4-oxadiazole-3-carboxamide